2-Methyl-3-[1-(7-morpholin-4-yl-3,4,9,9b-tetraaza-cyclopenta[a]naphthalen-5-ylamino)-ethyl]-benzonitrile CC1=C(C#N)C=CC=C1C(C)NC1=NC=2N(C3=NC=C(C=C13)N1CCOCC1)C=CN2